O1COC2=C1C=CC=C2N2C=NC1=CC=C(C=C1C2)F 3-(benzo[d][1,3]dioxol-4-yl)-6-fluoro-3,4-dihydroquinazolin